BrC=1C(=C(OC2CCC(CC2)OC[C@H](CN2CCN(CC2)C2=CC=C3C(=NN(C3=C2)C)C2C(NC(CC2)=O)=O)C)C=CC1)C 3-(6-(4-((S)-3-(((1r,4S)-4-(3-bromo-2-methylphenoxy)cyclohexyl)oxy)-2-methylpropyl)piperazin-1-yl)-1-methyl-1H-indazol-3-yl)piperidine-2,6-dione